C(C1=CC=CC=C1)NC(CC(C)=O)=O N-benzyl-acetylacetamide